ClC=1C=CC=2N(C(N=C(C2N1)N1[C@H](CN([C@@H](C1)CC)C(C)C1=CC=C(C=C1)OC(CO)(C)C)CC)=O)C 6-chloro-4-((2S,5R)-2,5-diethyl-4-(1-(4-((1-hydroxy-2-methylpropan-2-yl)oxy)phenyl)ethyl)piperazin-1-yl)-1-methylpyrido[3,2-d]pyrimidin-2(1H)-one